6-[(3aS,7aR)-6-Methyl-3,3a,4,5,7,7a-hexahydro-2H-pyrrolo[2,3-c]pyridin-1-yl]-3-[4-(difluoromethoxy)-2-hydroxy-phenyl]-4-methyl-1,2,4-triazin-5-one CN1C[C@H]2[C@@H](CC1)CCN2C=2C(N(C(=NN2)C2=C(C=C(C=C2)OC(F)F)O)C)=O